N-(4-bromo-2-methyl-6-(trifluoromethyl)pyridin-3-yl)-2,2,2-trifluoroacetamide BrC1=C(C(=NC(=C1)C(F)(F)F)C)NC(C(F)(F)F)=O